8-[(1R)-1-[(6-Chloro-2-fluoro-3-pyridyl)oxy]ethyl]-2-(2,3-dihydro-[1,4]dioxino[2,3-b]pyridin-7-yl)-3,6-dimethyl-chromen-4-one ClC1=CC=C(C(=N1)F)O[C@H](C)C=1C=C(C=C2C(C(=C(OC12)C=1C=C2C(=NC1)OCCO2)C)=O)C